(E)-6-((4-(2-(5-Cyclopropyl-3-(3,5-dichloropyridin-4-yl)isoxazol-4-yl)vinyl)-2-oxabicyclo[2.2.2]octan-1-yl)methoxy)-4-(difluoromethoxy)chinolin C1(CC1)C1=C(C(=NO1)C1=C(C=NC=C1Cl)Cl)/C=C/C12COC(CC1)(CC2)COC=2C=C1C(=CC=NC1=CC2)OC(F)F